ethyl 2-({6-[(1,3-benzothiazol-2-yl)amino]-4,5-dimethylpyridazin-3-yl}amino)-5-(3-methoxypropyl)-1,3-thiazole-4-carboxylate S1C(=NC2=C1C=CC=C2)NC2=C(C(=C(N=N2)NC=2SC(=C(N2)C(=O)OCC)CCCOC)C)C